C(C)C(CO)(C)O 2-ethylpropane-1,2-diol